FC1=CC=C(CC2=NN(C(=C2)NC(OC2CC(C2)(F)F)=O)C)C=C1 3,3-difluorocyclobutyl (3-(4-fluorobenzyl)-1-methyl-1H-pyrazol-5-yl)carbamate